C(C)(C)(C)OC(=O)N1CC2(C1)CC(C2O)C2N1C(C=3C=CC=CC23)=CN=C1 tert-Butyl-7-hydroxy-6-(5H-imidazo[1,5-b]isoindol-5-yl)-2-azaspiro[3.3]heptan-2-carboxylat